34-dodecanoyloxy-tetratriacontanoic acid C(CCCCCCCCCCC)(=O)OCCCCCCCCCCCCCCCCCCCCCCCCCCCCCCCCCC(=O)O